C(CCC\C=C\C=C)CC(=O)OCC=1C=2N(C(=CC1)Cl)C=NC2 {5-chloroimidazo[1,5-a]pyridin-8-yl}methanol (5E)-5,7-octadien-1-ylacetate